glutamyl-Proline N[C@@H](CCC(=O)O)C(=O)N1[C@@H](CCC1)C(=O)O